C(C)S(=O)(=O)C1=C(N=C(N1C)C(N)=S)C1=NC2=C(C=NC(=C2)C(F)(F)F)N1C 5-(ethylsulfonyl)-1-methyl-4-[3-methyl-6-(trifluoromethyl)-3H-imidazo[4,5-c]pyridin-2-yl]-1H-imidazole-2-carbothioamide